4,5-dichloro-2-cyclohexyl-4-isothiazolin-3-one ClC=1C(N(SC1Cl)C1CCCCC1)=O